N-(4-cyanobenzyl)-2-((1-(methylsulfinyl)cyclopropyl)methyl)-1,6-dioxo-2,3,4,6-tetrahydro-1H-pyrido[1,2-a]pyrazine-7-carboxamide C(#N)C1=CC=C(CNC(=O)C2=CC=C3N(CCN(C3=O)CC3(CC3)S(=O)C)C2=O)C=C1